IC1=CC=C(C=C1)N1C[C@H]2COCCN2CC1 (S)-8-(4-iodophenyl)octahydropyrazino[2,1-c][1,4]oxazine